CC1(C2=CC=CC=C2N(C=2C=CC=CC12)C=1C(=C(C(=C(C1C1=NC2=C(N1C)C=CC=C2)C2=NC1=C(N2C)C=CC=C1)C1=NC2=C(N1C)C=CC=C2)C2=CC=CC=C2)C2=NC1=C(N2C)C=CC=C1)C 9,9-dimethyl-10-(2,4,5,6-tetrakis(1-methyl-1H-benzo[d]imidazol-2-yl)-[1,1'-biphenyl]-3-yl)-9,10-dihydroacridine